NC1=CC=CC(=N1)S(=O)(=O)NC(=O)C=1C(=NC(=CC1)C1=C(C=C(C=C1)Cl)F)OC1=C(C=C(C=C1C)C)C N-[(6-Amino-2-pyridyl)sulfonyl]-6-(4-chloro-2-fluorophenyl)-2-(2,4,6-trimethylphenoxy)pyridin-3-carboxamid